C(C1=CC=CC=C1)OC(=O)N1[C@H](C[C@@H](C1)O)C(=O)OCC1=CC=CC=C1.C(C1CO1)C(O[SiH](OC)OC)(CC1CO1)CC1CO1 tris(2,3-epoxypropyl)trimethoxysilane dibenzyl-(2R,4S)-4-hydroxypyrrolidine-1,2-dicarboxylate